FC(C1=NC(=C(C(=O)OC)C=C1)NC1=C(C=C(C=C1)F)C(C)C)F methyl 6-(di-fluoromethyl)-2-((4-fluoro-2-isopropyl-phenyl)amino)-nicotinate